[1-(pyridin-2-ylmethyl)hexahydropyridin-4-yl]methaneamine N1=C(C=CC=C1)CN1CCC(CC1)CN